4-((3-bromophenyl)sulfonyl)-1,4-diazacycloheptane-1-carboxylic acid tert-butyl ester C(C)(C)(C)OC(=O)N1CCN(CCC1)S(=O)(=O)C1=CC(=CC=C1)Br